C1(CC1)OC1=C(C=CC(=C1F)F)[C@H]1[C@@H](O[C@]([C@H]1C)(C(F)(F)F)C)C(=O)O (2R,3S,4S,5R)-3-(2-cyclopropoxy-3,4-difluorophenyl)-4,5-dimethyl-5-(trifluoromethyl)tetrahydrofuran-2-carboxylic acid